C1(CCCC1)N1CC(CC1=O)C(=O)NCC1=NC=CC=C1 1-cyclopentyl-5-oxo-N-(pyridin-2-ylmethyl)pyrrolidine-3-carboxamid